C(#N)C=1C=C(C=CC1)NC(CN1C(=NC2=C1C=CC=C2)C2=CC=C(C(=O)NC1=CC(=CC=C1)OC)C=C2)=O 4-{1-{2-[(3-Cyanophenyl)amino]-2-oxoethyl}-1H-benzimidazol-2-yl}-N-(3-methoxyphenyl)benzamide